NC1=C(C(=NC(=N1)N1CCC(CC1)(C)CN)C(=O)N)C1=C(C(=CC=C1)Cl)Cl 6-amino-2-[4-(aminomethyl)-4-methylpiperidin-1-yl]-5-(2,3-dichlorophenyl)pyrimidine-4-carboxamide